BrC1=CC(=C2C=CN(C2=C1)C(C1=NC=CC=C1)C1=NC=CC=C1)[N+](=O)[O-] 6-bromo-1-(di(pyridin-2-yl)methyl)-4-nitro-1H-indole